ClC=1C=C(C=C(C1)NS(=O)(=O)C)NC(=O)C1=CC(=C(S1)C)C1=NC=C(C=C1OC(C)C=1C=[N+](C=C(C1)F)[O-])F 3-{1-[(2-{5-[(3-chloro-5-methanesulfonamidophenyl)carbamoyl]-2-methylthiophen-3-yl}-5-fluoropyridin-3-yl)oxy]ethyl}-5-fluoropyridin-1-ium-1-olate